N-(5-Bromo-2-(3-(4,4-difluoropiperidin-1-yl)propoxy)pyridin-3-yl)-4-methylbenzenesulfonamide BrC=1C=C(C(=NC1)OCCCN1CCC(CC1)(F)F)NS(=O)(=O)C1=CC=C(C=C1)C